COC1=CC=C(C=C1)CN(S(=O)(=O)C1=NN(C=C1)C[C@@H](C)OC)CC1=CC=C(C=C1)OC N,N-bis[(4-methoxyphenyl)methyl]-1-[(2R)-2-methoxypropyl]-1H-pyrazole-3-sulfonamide